C1(=CC=CC=C1)N(C1=CC=C(C=C1)N(C1=CC=C(C=C1)CCCCCC)C1=CC=CC=C1)C1=CC=C(C=C1)CCCCCC (N,N'-diphenyl)-N,N'-bis(p-hexylphenyl)-1,4-diaminobenzene